C(C)(C)(C)OC(=O)N1CCC(CC1)CN1C(NC2=C1C=CC=C2)=O 4-((2-Oxo-2,3-dihydro-1H-benzo[d]imidazol-1-yl)methyl)piperidine-1-carboxylic acid tert-butyl ester